4-[3-(4-Benzyloxyphenyl)-2-hydroxypropyl]-1,3-dihydroimidazol-2-one C(C1=CC=CC=C1)OC1=CC=C(C=C1)CC(CC=1NC(NC1)=O)O